SCCCC[Si](C)(OC)OC mercaptopropyl(dimethoxy)dimethylsilane